8-(methoxymethyl)-6-methylimidazo[1,2-a]pyridine-2-carboxylic acid chloride COCC=1C=2N(C=C(C1)C)C=C(N2)C(=O)Cl